4-bromo-2-(1,1-difluoroethyl)-1-methyl-imidazole BrC=1N=C(N(C1)C)C(C)(F)F